α-methylglutamic acid C[C@](N)(CCC(=O)O)C(=O)O